C(C1=CC=CC=C1)OC=1C(=NC(=CC1)C#CCCCOS(=O)(=O)C1=CC=C(C)C=C1)C(=O)OC methyl 3-(benzyloxy)-6-(5-(tosyloxy)pent-1-yn-1-yl)picolinate